methyl 3-(3-(1-(2-(3-((4-(aminomethyl)-1H-indol-5-yl)oxy)phenyl)-1H-imidazol-5-yl)-1-hydroxyethyl)phenyl)propanoate NCC1=C2C=CNC2=CC=C1OC=1C=C(C=CC1)C=1NC(=CN1)C(C)(O)C=1C=C(C=CC1)CCC(=O)OC